tert-Butyl 3-{2'-[amino(imino)methyl]-3,4'-bipyridin-5-yl}-2,5-dihydro-1H-pyrrole-1-carboxylate NC(C1=NC=CC(=C1)C=1C=NC=C(C1)C=1CN(CC1)C(=O)OC(C)(C)C)=N